(S) or (R)-4-(2-hydroxypropan-2-yl)-N'-((2,4,5,6-tetrahydro-1H-cyclobuta[f]inden-3-yl)carbamoyl)thiophene-2-sulfonimidamide OC(C)(C)C=1C=C(SC1)[S@](=O)(N)=NC(NC1=C2C(=CC=3CCCC13)CC2)=O |o1:9|